C(C)(C)(C)OC(=O)N1CCC(CC1)C(=O)O (tert-butoxycarbonyl)piperidine-4-carboxylic acid